tert-butyl ((3R,6S)-1-(2-(6-bromo-1-(cyclopropylmethyl)-1H-pyrrolo[2,3-b]pyridin-2-yl)-7-methoxy-1-methyl-1H-benzo[d]imidazole-5-carbonyl)-6-methylpiperidin-3-yl)carbamate BrC1=CC=C2C(=N1)N(C(=C2)C2=NC1=C(N2C)C(=CC(=C1)C(=O)N1C[C@@H](CC[C@@H]1C)NC(OC(C)(C)C)=O)OC)CC1CC1